Benzyl (4-(piperazin-1-yl)phenethyl)carbamate N1(CCNCC1)C1=CC=C(CCNC(OCC2=CC=CC=C2)=O)C=C1